4-(((5'-chloro-2'-((1-((5-(2,4-dioxotetrahydropyrimidin-1(2H)-yl)pyridin-2-yl)methyl)piperidin-4-yl)amino)-[2,4'-bipyridyl]-6-yl)amino)methyl)tetrahydro-2H-pyran-4-carbonitrile ClC=1C(=CC(=NC1)NC1CCN(CC1)CC1=NC=C(C=C1)N1C(NC(CC1)=O)=O)C1=NC(=CC=C1)NCC1(CCOCC1)C#N